BrC1=CC=2C3=C(N(C2C=C1)CC1=CC=C(CP(O)(O)=O)C=C1)C=CC=N3 (4-((8-bromo-5H-pyrido[3,2-b]indol-5-yl)methyl)benzyl)phosphonic acid